5,10,15,20-tetra-(4-nitrophenyl)porphyrin [N+](=O)([O-])C1=CC=C(C=C1)C=1C2=CC=C(N2)C(=C2C=CC(C(=C3C=CC(=C(C=4C=CC1N4)C4=CC=C(C=C4)[N+](=O)[O-])N3)C3=CC=C(C=C3)[N+](=O)[O-])=N2)C2=CC=C(C=C2)[N+](=O)[O-]